(1S,3S)-N3-[7-(difluoromethoxy)-[1,2,4]triazolo[1,5-a]pyridin-2-yl]cyclopentane-1,3-diamine FC(OC1=CC=2N(C=C1)N=C(N2)N[C@@H]2C[C@H](CC2)N)F